CC1(OB(OC1(C)C)C=1CCN(CC1)C=1C=C(C=CC1)C)C 4-(4,4,5,5-tetramethyl-1,3,2-dioxaborolan-2-yl)-1-(m-tolyl)-1,2,3,6-tetrahydropyridine